C(C)(C)(C)N(C(=O)OC[C@@H]1O[C@H](COC1)C1CC1)CC(=O)NN trans-(6-cyclopropyl-1,4-dioxan-2-yl)methanol tert-butyl-N-(2-hydrazino-2-oxo-ethyl)carbamate